CC(CC=1C=C(C=C)C=CC1)CCC m-2-methylpentyl-styrene